BrC=1C(=CC(=NC1)N[N+](=O)[O-])C(F)F N-(5-bromo-4-(difluoromethyl)pyridin-2-yl)nitramide